(3-(2-(((3S,4S)-4-fluoropyrrolidin-3-yl)amino)pyrimidin-4-yl)-6-methoxypyrazolo[1,5-a]pyrimidin-5-yl)propan-2-ol F[C@@H]1[C@H](CNC1)NC1=NC=CC(=N1)C=1C=NN2C1N=C(C(=C2)OC)CC(C)O